C(=O)(OC(C)(C)C)NN (Boc)hydrazine